ONC(=O)C=1C=2CN(CC2C=CC1)C=1OC2=C(C=NC=C2)N1 N-hydroxy-2-(oxazolo[4,5-c]pyridin-2-yl)isoindoline-4-carboxamide